5-Methoxy-3,3-dimethyl-3,4-dihydro-2H-pyrrole COC=1CC(CN1)(C)C